[F-].C(CC#N)#N malononitrile fluoride